O=C1NC(CCC1N1C(N(C2=C1C=CC(=C2F)N2CCN(CC2)CCC2CCN(CC2)C(=O)OC(C)(C)C)C)=O)=O Tert-butyl 4-[2-[4-[1-(2,6-dioxo-3-piperidyl)-4-fluoro-3-methyl-2-oxo-benzimidazol-5-yl]piperazin-1-yl]ethyl]piperidine-1-carboxylate